IC(CC(=O)O)CCCCCCCCCCCCCCC 3-iodo-octadecanoic acid